(2-((2S,4S)-4-amino-2-(hydroxymethyl)pyrrolidin-1-yl)-5-fluorophenyl)-2-(3-cyano-2-fluoro-6-methoxyphenyl)pyrimidine-4-carboxamide N[C@H]1C[C@H](N(C1)C1=C(C=C(C=C1)F)C=1C(=NC(=NC1)C1=C(C(=CC=C1OC)C#N)F)C(=O)N)CO